BrC=1C=C2C(=CNC2=CC1)C=C[N+](=O)[O-] 5-bromo-3-(2-nitrovinyl)-1H-indole